4-(3-methoxyallyl)-N,N-dimethylaniline COC=CCC1=CC=C(N(C)C)C=C1